C(C)C1=CN=C2N1C=C(C=N2)C=2C=CN1N=C(N=CC12)NC1CC(C1)(O)C cis-3-((5-(3-ethylimidazo[1,2-a]pyrimidin-6-yl)pyrrolo[2,1-f][1,2,4]triazin-2-yl)amino)-1-methylcyclobutan-1-ol